C(C)S(=O)(=O)C=1N=C2N(N1)[C@@H](C[C@@H]2F)C2=CC=CC=C2 (5s,7s)-2-ethylsulfonyl-7-fluoro-5-phenyl-6,7-dihydro-5H-pyrrolo[1,2-b][1,2,4]triazole